O1COC2=C1C=CC(=C2)O[C@H]2[C@@H](CN(CC2)C=2C(=CC=1N(N2)C(C=CN1)=O)C)F 7-((3R,4R)-4-(benzo[d][1,3]dioxol-5-yloxy)-3-fluoropiperidin-1-yl)-8-methyl-4H-pyrimido[1,2-b]pyridazin-4-one